4-(bromomethyl)-3-chloro-benzonitrile BrCC1=C(C=C(C#N)C=C1)Cl